2-((14-cyclopentyltetradec-13-yn-1-yl)oxy)ethyl hydrogen ((((R)-1-(6-amino-9H-purin-9-yl)propan-2-yl)oxy)methyl)phosphonate NC1=C2N=CN(C2=NC=N1)C[C@@H](C)OCP(OCCOCCCCCCCCCCCCC#CC1CCCC1)(O)=O